C(OC1=CC=C(C=C1)[N+](=O)[O-])(O[C@@H]1CNC(C1)=O)=O (4-Nitrophenyl) [(3S)-5-oxopyrrolidin-3-yl] carbonate